2-(adamantan-1-yl)-N-[4-isopropyl-1-oxo-7-(trifluoromethyl)phthalazin-2(1H)-yl]acetamide methanesulfonate lithium [Li+].CS(=O)(=O)[O-].C12(CC3CC(CC(C1)C3)C2)CC(=O)NN2C(C3=CC(=CC=C3C(=N2)C(C)C)C(F)(F)F)=O